(5-(4-methoxybenzo[d]oxazol-2-yl)-8-((methyl-d3)amino)-2,7-naphthyridin-3-yl)cyclopropanecarboxamide COC1=CC=CC2=C1N=C(O2)C2=C1C=C(N=CC1=C(N=C2)NC([2H])([2H])[2H])C2(CC2)C(=O)N